FC1=C(C=CC(=C1)N1N=CC=C1)NC1=NC=C2C=CC(=NC2=C1)C1(OCC1)C1CCN(CC1)C N-[2-fluoro-4-(1H-pyrazol-1-yl)phenyl]-2-[2-(1-methylpiperidin-4-yl)oxetan-2-yl]-1,6-naphthyridin-7-amine